BrC=1C(=C(C(=CC1)N1C[C@@H](N(CC1)C)C)NC1=NC=NC(=C1[N+](=O)[O-])Cl)F (S)-N-(3-bromo-6-(3,4-dimethylpiperazin-1-yl)-2-fluorophenyl)-6-chloro-5-nitropyrimidin-4-amine